4-aminothiazole-2-carboxylic acid lithium [Li].NC=1N=C(SC1)C(=O)O